5-[2,3-difluoro-4-[1-[2-[(4-fluorophenyl)sulfonylamino]ethyl]-3-methyl-pyrazol-4-yl]phenyl]-1-methyl-imidazole-2-carboxamide FC1=C(C=CC(=C1F)C=1C(=NN(C1)CCNS(=O)(=O)C1=CC=C(C=C1)F)C)C1=CN=C(N1C)C(=O)N